5-(4-aminophenyl)oxazol NC1=CC=C(C=C1)C1=CN=CO1